C1N(CC12CNC2)C2=NC=C(C=N2)C=2C=C1C(=NC2)NC=C1C(C1=C(C(=CC=C1F)NS(N(C)CC)(=O)=O)F)=O 5-[2-(2,6-diazaspiro[3.3]heptan-2-yl)pyrimidin-5-yl]-3-[3-[[ethyl(methyl)sulfamoyl]amino]-2,6-difluoro-benzoyl]-1H-pyrrolo[2,3-b]pyridine